C(C)C1(C(NC(N1)=O)=O)C1=CC(=C(C=C1)C)F 5-ethyl-5-(3-fluoro-4-methylphenyl)imidazolidine-2,4-dione